C(C)(C)NC(O[C@H]1C[C@H](CC1)C1=CC(=NN1)NC1=CC=CC2=C1CCNS2(=O)=O)=O (1R,3S)-3-(3-((1,1-dioxido-3,4-dihydro-2H-benzo[e][1,2]thiazin-5-yl)amino)-1H-pyrazol-5-yl)cyclopentyl isopropylcarbamate